tert-butyl-(3S,4S)-3-amino-4-fluoropyrrolidine C(C)(C)(C)N1C[C@@H]([C@H](C1)F)N